ClC1=C(OC2=NN(C(C=C2)=O)CC(=O)[O-])C(=CC(=C1)NN=C(C(=O)NC(=O)OCC)C#N)Cl 2-(3-(2,6-dichloro-4-(2-(1-cyano-2-((ethoxycarbonyl)amino)-2-oxoethylidene)hydrazinyl)phenoxy)-6-oxopyridazin-1(6H)-yl)acetate